1-heptadecanoyl-2-(9Z-hexadecenoyl)-glycero-3-phosphocholine CCCCCCCCCCCCCCCCC(=O)OC[C@H](COP(=O)([O-])OCC[N+](C)(C)C)OC(=O)CCCCCCC/C=C\CCCCCC